tert-butyl-3-(2-((1-methyl-1H-pyrazol-4-yl) amino)-5-(trifluoromethyl) pyrimidin-4-yl)-8-azabicyclo[3.2.1]oct-2-ene-8-carboxylate C(C)(C)(C)OC(=O)N1C2C=C(CC1CC2)C2=NC(=NC=C2C(F)(F)F)NC=2C=NN(C2)C